4-fluoro-4-[2-fluoro-4-[(5R)-5-(hydroxymethyl)-2-oxo-1,3-oxazolidin-3-yl]phenyl]-1λ6-thiane-1,1-dione FC1(CCS(CC1)(=O)=O)C1=C(C=C(C=C1)N1C(O[C@H](C1)CO)=O)F